C(#N)C1(CCN(CC1)C=1OC2=C(C=CC=C2C(C1)=O)C(C)NC1=C(C(=O)O)C=CC=C1)C1=CC=C(C=C1)F 2-[1-[2-[4-Cyano-4-(4-fluorophenyl)-1-piperidyl]-4-oxo-chromen-8-yl]ethylamino]benzoic acid